4-(6-(4-(3H-imidazo[4,5-b]pyridin-7-yl)-1H-pyrazol-1-yl)pyridin-3-yl)-5,5,5-trifluoro-2-methylpentan-2-ol N1=CNC2=NC=CC(=C21)C=2C=NN(C2)C2=CC=C(C=N2)C(CC(C)(O)C)C(F)(F)F